N1=CC=CC=2C=CCN(C12)C(=O)N naphthyridin-8-carboxamide